5-methylpyrrolidine-2-formaldehyde CC1CCC(N1)C=O